(((4-(N-(5-chloroisoxazol-3-yl)sulfamoyl)phenyl)amino)(4-methoxyphenyl)methyl)malonic acid diethyl ester C(C)OC(C(C(=O)OCC)C(C1=CC=C(C=C1)OC)NC1=CC=C(C=C1)S(NC1=NOC(=C1)Cl)(=O)=O)=O